ClC=1N=NC=C(C1)C(=C)C1=CC=C(C=C1)C 3-chloro-5-(1-(p-tolyl)vinyl)pyridazine